(S)-N-((S)-1-(5-(2-Methoxychinolin-3-yl)-1H-imidazol-2-yl)-7-oxononyl)-6-methyl-6-azaspiro[2.5]octan-1-carboxamid COC1=NC2=CC=CC=C2C=C1C1=CN=C(N1)[C@H](CCCCCC(CC)=O)NC(=O)[C@H]1CC12CCN(CC2)C